N1=C(C=CC=C1)C1=CC=C(C=C1)CN [4-(2-pyridyl)phenyl]methanamine